BrC=1C=C(C(=C(C1)C(C(=O)OC(C)(C)C)N1C(C=C(C(=C1)CCN1CC(C1)F)C(F)(F)F)=O)F)Cl tert-butyl 2-(5-bromo-3-chloro-2-fluorophenyl)-2-{5-[2-(3-fluoroazetidin-1-yl)ethyl]-2-oxo-4-(trifluoromethyl)pyridin-1-yl}acetate